copper tetraoxide [Cu](=O)(=O)(=O)=O